ClC1=C(OP(=O)(OC2=CC=C(C=C2)[N+](=O)[O-])N[C@@H](C)C(=O)OC)C=CC=C1 Methyl ((2-chlorophenoxy)(4-nitrophenoxy) phosphoryl)-L-alaninate